o-methoxyphenylboron COC1=C(C=CC=C1)[B]